N-(5-fluoropyrimidin-4-yl)acetamide FC=1C(=NC=NC1)NC(C)=O